CN1N=C(N(C1=O)C)CC(=O)N1C(CC(C1)F)C(=O)NC(C1=NC=C(C=C1)C(C)C)C1=CC=CC=C1 1-[2-(1,4-dimethyl-5-oxo-4,5-dihydro-1H-1,2,4-triazol-3-yl)acetyl]-4-fluoro-N-{phenyl[5-(propan-2-yl)pyridin-2-yl]methyl}pyrrolidine-2-carboxamide